(1S,2R,4R,7E,11S)-4,8-dimethyl-12-methylidene-3,14-dioxatricyclo[9.3.0.02,4]tetradec-7-en-13-one C[C@]12O[C@@H]1[C@H]1OC(C([C@@H]1CC/C(=C/CC2)/C)=C)=O